racemic-(4-amino-1,3-dihydrofuro[3,4-c][1,7]naphthyridin-8-yl)((3R,5S)-3-isobutyl-5-(4-(trifluoromethyl)phenyl)morpholino)methanone NC1=NC=2C=NC(=CC2C2=C1COC2)C(=O)N2[C@@H](COC[C@@H]2C2=CC=C(C=C2)C(F)(F)F)CC(C)C |r|